C(C)(CC)N1C(C(=CC2=C1N=C(N=C2)NC2CCN(CC2)S(=O)(=O)C)C#N)=O 8-(sec-butyl)-2-((1-(methylsulfonyl)piperidin-4-yl)amino)-7-oxo-7,8-dihydropyrido[2,3-d]pyrimidine-6-carbonitrile